CC1=NC=CC=C1OCC1CC(C1)C1=CC(=NN1)NC=1C=2N(C=CN1)N=CC2 N-(5-((1r,3r)-3-(((2-methylpyridin-3-yl)oxy)methyl)cyclobutyl)-1H-pyrazol-3-yl)pyrazolo[1,5-a]pyrazin-4-amine